potassium palmitoyl alaninate N[C@@H](C)C(=O)OC(CCCCCCCCCCCCCCC)=O.[K]